FC(C=1C=C(OC=2C=C(C3=C(OCO3)C2)N)C=CC1)(F)F 6-(3-(Trifluoromethyl)phenoxy)benzo[d][1,3]dioxol-4-amine